octanolate C(CCCCCCC)[O-]